BrC1=C(C=C(C(=C1)N(C)CCCl)N)C(F)(F)F 5-bromo-N1-(2-chloroethyl)-N1-methyl-4-(trifluoromethyl)benzene-1,2-diamine